C1(CC1)N1N=CN=N1 2-cyclopropyl-2H-tetrazole